N1N=C(C2=C1CNC2)N 1,4,5,6-tetrahydropyrrolo[3,4-c]pyrazol-3-amine